N1C=2N(C3(C1)CN(C3)C(=O)OC(C)(C)C)C=CN2 tert-butyl 1',2'-dihydrospiro[azetidine-3,3'-imidazo[1,2-a]imidazole]-1-carboxylate